NN1COC2=C1C=C(C=C2)N 3,5-diaminobenzoxazole